BrC=1C=C(C=CC1)C1=C(C(C(=C1C1=CC=CC=C1)C1=CC=C(C=C1)O)=O)C1=CC=C(C=C1)O 3-(3-Bromophenyl)-2,5-bis(4-hydroxyphenyl)-4-phenyl-2,4-cyclopentadien-1-one